3-methoxypropyl-methyldiethoxysilane tert-Butyl-(R)-(1-(1-methyl-5-nitro-1H-benzo[d]imidazol-2-yl)piperidin-3-yl)carbamate C(C)(C)(C)N(C(O)=O)[C@H]1CN(CCC1)C1=NC2=C(N1C)C=CC(=C2)[N+](=O)[O-].COCCC[Si](OCC)(OCC)C